3-aminobenzo[b]thiophene-2-carboxylic acid NC=1C2=C(SC1C(=O)O)C=CC=C2